C(C)(C)(C)OC(=O)C1=C(COC[C@@H]2CN(CC23CN(C3)C(C(C(F)(F)F)(C)C)=O)C(=O)OCC=C)C=CC=C1C1CCC(CC1)(F)F allyl (S)-8-(((2-(tert-butoxycarbonyl)-3-(4,4-difluorocyclohexyl)benzyl)oxy)methyl)-2-(3,3,3-trifluoro-2,2-dimethylpropanoyl)-2,6-diazaspiro[3.4]octane-6-carboxylate